NC1=C2C(=NC=N1)N(N=C2C=2C=CC1=C(N(N=C1C2)C)C)C(C)C=2OC1=CC=CC=C1C(C2C2=CC(=CC=C2)F)=O 2-(1-(4-amino-3-(2,3-dimethyl-2H-indazol-6-yl)-1H-pyrazolo[3,4-d]pyrimidin-1-yl)ethyl)-3-(3-fluorophenyl)-4H-chromen-4-one